1,5-Dimethyl-1H-pyrazole-3-sulfonamide CN1N=C(C=C1C)S(=O)(=O)N